N-(3-(2-(4-(dimethylamino)phenylamino)-[1,2,4]triazolo[1,5-a]pyridin-5-yloxy)phenyl)acrylamide CN(C1=CC=C(C=C1)NC1=NN2C(C=CC=C2OC=2C=C(C=CC2)NC(C=C)=O)=N1)C